(S)-Methyl (3-nitro-2-oxo-2H-chromen-4-yl)-tyrosinate [N+](=O)([O-])C=1C(OC2=CC=CC=C2C1N[C@@H](CC1=CC=C(C=C1)O)C(=O)OC)=O